ClC=1C=C(C=CC1C#N)N1CC2(C[C@H]1C)CCN(CC2)C2=CC=C(C(=O)N1CCC(CC1)CN1CCN(CC1)C1=CC=C(C(=O)N[C@H]3C(NC(CC3)=O)=O)C=C1)C=C2 4-(4-((1-(4-((R)-2-(3-Chloro-4-cyanophenyl)-3-methyl-2,8-diazaspiro[4.5]decan-8-yl)benzoyl)piperidin-4-yl)meth-yl)piperazin-1-yl)-N-((R)-2,6-dioxopiperidin-3-yl)benzamide